7-bromo-4-(tetrahydro-2H-pyran-4-yl)phthalazin-1-ol BrC1=CC=C2C(=NN=C(C2=C1)O)C1CCOCC1